FC(OC1=CC=C(C=N1)S(=O)(=O)C(C1CCN(CC1)C(=O)OC(C)(C)C)F)F tert-Butyl 4-(((6-(difluoromethoxy)pyridin-3-yl)sulfonyl)fluoromethyl)piperidine-1-carboxylate